5-(methylthio)-1H-imidazole CSC1=CN=CN1